Tetrakis(4-(6H-6-aza-8-oxaindeno[2,3-b]fluoren-6-yl)-phenyl)germane C1=CC=CC2=C1C=C1C=C3CC4=COCN(C4=C3C=C12)C1=CC=C(C=C1)[Ge](C1=CC=C(C=C1)N1C2=C3C=C4C(C=C3CC2=COC1)=CC=1C=CC=CC14)(C1=CC=C(C=C1)N1C4=C2C=C3C(C=C2CC4=COC1)=CC=1C=CC=CC13)C1=CC=C(C=C1)N1C3=C4C=C2C(C=C4CC3=COC1)=CC=1C=CC=CC12